F[C@H]1C[C@H](N(C1)C(CN1C[C@@H](CC1)NC=1C=NC2=NC=CC=C2C1)=O)C#N (2S,4S)-4-Fluoro-1-[2-[(3R)-3-(1,8-naphthyridin-3-ylamino)pyrrolidin-1-yl]acetyl]pyrrolidin-2-carbonitril